FC1=C(C(=CC=C1)F)C1=NC=2C(=NNC2C=2C=C(N=C(C2N1)C)N1C[C@H](OCC1)COC)C (2S)-4-[8-(2,6-difluorophenyl)-5,11-dimethyl-3,4,7,9,12-pentazatricyclo[8.4.0.02,6]tetradeca-1(10),2(6),4,7,11,13-hexaen-13-yl]-2-(methoxymethyl)morpholine